8-bromo-1-methyl-2,3,4,5-tetrahydro-1-benzazepine BrC1=CC2=C(CCCCN2C)C=C1